ClC=1C(=CC(=C(C1)C1=C(C=C2C(=NC(N3C2=C1SCC1(C3)CCC1)=O)N1C[C@@H](N[C@@H](C1)C)C)C(F)(F)F)F)F 11'-(5-chloro-2,4-difluorophenyl)-8'-((3S,5R)-3,5-dimethylpiperazin-1-yl)-10'-(trifluoromethyl)-2'H,4'H,6'H-spiro[cyclobutane-1,3'-[1,4]thiazepino[2,3,4-ij]quinazolin]-6'-one